2,4-dioxo-1-(propan-2-yl)-3-(pyridin-2-yl)-1,2,3,4-tetrahydropyrimidine-5-carboxamide O=C1N(C=C(C(N1C1=NC=CC=C1)=O)C(=O)N)C(C)C